3-(2,6-dimethylphenyl)-2-(4-propylphenethyl)-6-((tetrahydro-2H-pyran-2-yl)methoxy)pyridin-4-ol CC1=C(C(=CC=C1)C)C=1C(=NC(=CC1O)OCC1OCCCC1)CCC1=CC=C(C=C1)CCC